(R)-3-ethyl-5-fluoro-N-hydroxy-2-(((R)-tetrahydro-2H-pyran-2-yl)methyl)-1,2,3,4-tetrahydroisoquinoline-7-carboxamide C(C)[C@H]1N(CC2=CC(=CC(=C2C1)F)C(=O)NO)C[C@@H]1OCCCC1